5,7,3',4'-tetrahydroxyflavan-3-ol OC1=C2CC(C(OC2=CC(=C1)O)C1=CC(=C(C=C1)O)O)O